N1(N=NC=C1)C[C@H]1N(C[C@@H](C1)NC(=O)C=1OC(=CN1)C1=CC(=CC=C1)Cl)C(=O)OC(C)(C)C tert-butyl (2S,4R)-2-((1H-1,2,3-triazol-1-yl)methyl)-4-(5-(3-chlorophenyl)oxazole-2-carboxamido)pyrrolidine-1-carboxylate